BrC1=CC(=C(C=C1)C(=O)N1CCOC2(C1)C=C(C(C(C2)(C)C)=O)C#N)N2N=CC=N2 4-[4-bromo-2-(2H-1,2,3-triazol-2-yl)benzene-1-carbonyl]-10,10-dimethyl-9-oxo-1-oxa-4-azaspiro[5.5]undec-7-ene-8-carbonitrile